(4-amino-1,3-dihydrofuro[3,4-c][1,7]naphthyridin-8-yl)((4aS,9bS)-7-(trifluoromethyl)-3,4,4a,9b-tetrahydrobenzofuro[3,2-b]pyridin-1(2H)-yl-2,2-d2)methanone NC1=NC=2C=NC(=CC2C2=C1COC2)C(=O)N2[C@@H]1[C@H](CCC2([2H])[2H])OC2=C1C=CC(=C2)C(F)(F)F